N-(3-fluoro-4-(1-methyl-1H-indazol-5-yl)-5-(2H-tetrazol-5-yl)phenyl)-4-(trifluoromethyl)piperidine-1-carboxamide FC=1C=C(C=C(C1C=1C=C2C=NN(C2=CC1)C)C=1N=NNN1)NC(=O)N1CCC(CC1)C(F)(F)F